Cl.Cl.C(CCCCCCCCCN)N decylenediamine dihydrochloride